tetrabromopyrone BrC1=C(C(=C(C(O1)=O)Br)Br)Br